4-fluoro-1,2-benzenedicarboxylic acid FC=1C=C(C(=CC1)C(=O)O)C(=O)O